FC1=CC=C(C=C1)N(C1CCN(CC1)C(=O)OC(C)(C)C)C1=CC=C(C=C1)OC tert-butyl 4-((4-fluorophenyl)(4-methoxyphenyl)amino)piperidine-1-carboxylate